ClC=1C=NC(=C(C(=O)NC2CCC(CC2)CN2C(N(C3=C2C=CC=C3)C=3C(=NC=CC3)C(F)(F)F)=O)C1)C 5-chloro-2-methyl-N-((1r,4r)-4-((2-oxo-3-(2-(trifluoro-methyl)pyridin-3-yl)-2,3-dihydro-1H-benzo[d]imidazol-1-yl)methyl)cyclohexyl)nicotinamide